3-((3-((1-(benzyl-Oxycarbonyl)piperidin-4-yl)oxy)-3-oxopropyl)amino)-7-methyl-benzo[e][1,2,4]triazine-1-oxide C(C1=CC=CC=C1)OC(=O)N1CCC(CC1)OC(CCNC=1N=[N+](C2=C(N1)C=CC(=C2)C)[O-])=O